C(C)(=O)N[C@@H](CS)C(=O)OC methyl acetyl-L-cysteinate